NC1=NC=NN2C1=CC=C2[C@H]2[C@@H]([C@@H]([C@@](O2)(C#N)CO[P@](=O)(OC2=CC=CC=C2)N[C@@H](C)C(=O)OC2CCCCC2)O)O cyclohexyl ((S)-(((2R,3S,4R,5S)-5-(4-aminopyrrolo[2,1-f][1,2,4]triazin-7-yl)-2-cyano-3,4-dihydroxytetrahydrofuran-2-yl)methoxy)(phenoxy)phosphoryl)-L-alaninate